NC=1C=2N(C3=CC(=C(C=C3N1)F)C(=O)N([C@@H]1COCC3=CC(=CC=C13)C=1C=NN(C1)C(F)F)C)C=NC2 (S)-4-amino-7-fluoro-N-methyl-N-(7-(1-(difluoromethyl)-1H-pyrazol-4-yl)isochroman-4-yl)imidazo[1,5-a]quinoxaline-8-carboxamide